4-(2-(4-phenylpiperidin-1-yl)-4-(trifluoromethyl)benzyl)piperazine-1-carboxylic acid tert-butyl ester C(C)(C)(C)OC(=O)N1CCN(CC1)CC1=C(C=C(C=C1)C(F)(F)F)N1CCC(CC1)C1=CC=CC=C1